E-nerolidol OC(C)(C=C)CC\C=C(/C)\CCC=C(C)C